Cl.N1C(C=CC=C1)=O pyridin-2(1H)-one hydrochloride